(2S,4S)-2-(6-Bromopyridin-2-ylcarbamoyl)-4-hydroxypyrrolidine-1-carboxylic acid tert-butyl ester C(C)(C)(C)OC(=O)N1[C@@H](C[C@@H](C1)O)C(NC1=NC(=CC=C1)Br)=O